BrC1=CC(=C2C=NNC2=C1)N1CCN(CC1)C(C(C)C)=O 1-[4-(6-bromo-1H-indazol-4-yl)piperazin-1-yl]-2-methylpropan-1-one